N-(5-(2,3-Dihydrobenzo[b][1,4]dioxine-6-carboxamido)-2-methylpyridin-3-yl)pyrazolo[1,5-a]pyridine-5-carboxamide O1C2=C(OCC1)C=C(C=C2)C(=O)NC=2C=C(C(=NC2)C)NC(=O)C2=CC=1N(C=C2)N=CC1